p-sec-Butylphenylglycidyl ether C(C)(CC)C1=CC=C(C=C1)C(C1CO1)OC(C1CO1)C1=CC=C(C=C1)C(C)CC